C(C)C1=C(C=C(C(=C1)O)F)C1=CC=C2C(=NNC2=C1)C=1NC=C(N1)CNC(=O)C=1C=NN(C1)C N-((2-(6-(2-Ethyl-5-Fluoro-4-Hydroxyphenyl)-1H-Indazol-3-yl)-1H-Imidazol-4-yl)methyl)-1-Methyl-1H-Pyrazol-4-Carboxamid